manganese-indium [In].[Mn]